Benzylidenemalonic acid C(C1=CC=CC=C1)=C(C(=O)O)C(=O)O